N2-(bicyclo[2.2.1]heptan-2-yl)-N4-(6-chlorobenzo[d]thiazol-2-yl)-N6-(pyrrolidin-3-yl)-1,3,5-triazine-2,4,6-triamine C12C(CC(CC1)C2)NC2=NC(=NC(=N2)NC=2SC1=C(N2)C=CC(=C1)Cl)NC1CNCC1